C1(CC1)C1=CC=C(C=C1)NC(=O)[C@@H]1N(C[C@@H](CC1)F)CC1=NC=CC=C1C (2R,5R)-N-(4-cyclopropylphenyl)-5-fluoro-1-[(3-methyl-2-pyridyl)methyl]piperidine-2-carboxamide